ClC(C1=NC(=NC(=N1)C(Cl)(Cl)Cl)C=CC=1OC(=CC1)C)(Cl)Cl 2,4-bis(trichloromethyl)-6-[2-(5-methyl-2-furyl)vinyl]sym-triazine